N-((6-(isoxazol-3-ylmethoxy)-5-(trifluoromethoxy)-1H-indol-2-yl)methyl)-1-methylcyclopropane-1-carboxamide O1N=C(C=C1)COC1=C(C=C2C=C(NC2=C1)CNC(=O)C1(CC1)C)OC(F)(F)F